4-{[5-benzyl-3-(1-ethyl-1H-benzo[d][1,2,3]triazol-5-yl)-1H-pyrazol-1-yl]methyl}-N-hydroxybenzamide C(C1=CC=CC=C1)C1=CC(=NN1CC1=CC=C(C(=O)NO)C=C1)C1=CC2=C(N(N=N2)CC)C=C1